2,6-bis[(tert-butoxycarbonyl)oxy]-3-[(E)-2-(4,4,5,5-tetramethyl-1,3,2-dioxaborolan-2-yl)vinyl]benzoic acid tert-butyl ester C(C)(C)(C)OC(C1=C(C(=CC=C1OC(=O)OC(C)(C)C)\C=C\B1OC(C(O1)(C)C)(C)C)OC(=O)OC(C)(C)C)=O